FC(CNC1=CC=CC(=N1)S(=O)(=O)NC(=O)C=1C(=NC=CC1)N1C(CC(C1)C)(C)C)F N-[[6-(2,2-Difluoroethylamino)-2-pyridyl]sulfonyl]-2-(2,2,4-trimethylpyrrolidin-1-yl)pyridin-3-carboxamid